FC(C(=O)[O-])(F)F.[NH2+]1CCC=CCC1 2,3,6,7-tetrahydro-1H-azepin-1-ium trifluoroacetate